undecyl N-hexylcarbamate C(CCCCC)NC(OCCCCCCCCCCC)=O